C(C)N(CC)C1=C(C=CC=C1)C(=C)C1=CC=CC=C1 1-[(N,N-diethylamino)phenyl]-1-phenylethene